NC1=NC=NN2C1=C(C=C2C2CCN(CC2)C(C(C)C)=O)C2=CC=C(C=C2)C2=C(C(N(C(N2C(C)C)=O)C2CCCCC2)=O)C(=O)N (4-(4-amino-7-(1-isobutyrylpiperidin-4-yl)pyrrolo[2,1-f][1,2,4]triazin-5-yl)phenyl)-3-cyclohexyl-1-isopropyl-2,4-dioxo-1,2,3,4-tetrahydropyrimidine-5-carboxamide